C(C)(=O)N1S(C2=C(C=C(C=C2)C)C12C(N(C(C2)=O)C2=CC=C(C=C2)Br)=O)(=O)=O 2-acetyl-5-methyl-1'-(4-bromophenyl)-2H-spiro[benzo[d]isothiazole-3,3'-pyrrolidine]-2',5'-dione 1,1-dioxide